(2S,3S,4R)-1-O-(α-D-galactosyl)-2-(N-heneicosanoylamino)-1,3,4-octanetriol [C@H]1([C@H](O)[C@@H](O)[C@@H](O)[C@H](O1)CO)OC[C@@H]([C@@H]([C@@H](CCCC)O)O)NC(CCCCCCCCCCCCCCCCCCCC)=O